COC1=CC=C(C=C1)C1=NN=C(C2=CC=CC=C12)NC1CC(C1)(O)C cis-3-((4-(4-methoxyphenyl)phthalazin-1-yl)amino)-1-methylcyclobutan-1-ol